cyclopenta[cd]pyrene C1=CC2=C3C(=CC4=CC=CC5=CC=C1C3=C45)C=C2